C(N)(=O)C=1C(C2=CC=CC=C2C(C1O)=O)=O 2-carbamoyl-3-hydroxy-1,4-naphthoquinone